1,3,8,10-tetraoxacyclotetradecane O1COCCCCOCOCCCC1